C(C1=CC=CC=C1)S(=O)(=O)N1CCN(CC1)C(\C=C\C1=C(C=C(C=C1\C=C\C1=CC=C(C=C1)OC)OC)OC)=O (E)-1-(4-(benzylsulfonyl)piperazin-1-yl)-3-(2,4-dimethoxy-6-((E)-4-methoxystyryl)phenyl)prop-2-en-1-one